CC1=C(C(=O)C(CC1)C(C)C)O The molecule is a cyclic monoterpene ketone that is cyclohex-2-en-1-one substituted by a hydroxy group at position 2, a methyl group at position 3 and an isopropyl group at position 6. It has a role as a plant metabolite. It is a cyclic monoterpene ketone and an enol.